N-pentyl-N'-heptyl-urea C(CCCC)NC(=O)NCCCCCCC